5-(3,3-difluorocyclobutyl)-1H-tetrazole FC1(CC(C1)C1=NN=NN1)F